N-(2-isopropylphenyl)-2-(4-{5-(methylamino)-1-[4-(trifluoromethoxy)phenyl]-1H-1,2,4-triazol-3-yl}benzylidene)hydrazinecarbothioamide zirconium monoisopropoxide CC([O-])C.[Zr+].C(C)(C)C1=C(C=CC=C1)NC(=S)NN=CC1=CC=C(C=C1)C1=NN(C(=N1)NC)C1=CC=C(C=C1)OC(F)(F)F